ClCC(=O)N1CCC(CC1)C=1C=C2C(=C(NC2=CC1)C1=CC(=C(C=C1)OC)OC)C(C(F)(F)F)O 2-chloro-1-(4-(2-(3,4-dimethoxyphenyl)-3-(2,2,2-trifluoro-1-hydroxyethyl)-1H-indol-5-yl)piperidin-1-yl)ethanone